O.S(C)(=O)(=O)O.S(C)(=O)(=O)O.CS(=O)(=O)N1CCN(CC1)CC1=CC=2C(=C(N=C(C2)C=2C=NC(=NC2)N)N2CCOCC2)S1 5-[2-[[4-(methylsulfonyl)-1-piperazinyl]methyl]-7-(4-morpholinyl)thieno[2,3-c]pyridin-5-yl]-2-pyrimidinamine dimesylate hydrate